(S)-2-((5-(2-((5,6-diethyl-2,3-dihydro-1H-indene-2-yl)amino)-1-hydroxyethyl)-2-oxo-1,2-dihydroquinoline-8-yl)oxy)acetonitrile C(C)C=1C=C2CC(CC2=CC1CC)NC[C@@H](O)C1=C2C=CC(NC2=C(C=C1)OCC#N)=O